FC=1C=C(C(=NC1)OC)[C@@H]1N(CCC1)C=1C=CC=2N(N1)C(=CN2)C2=NC=CC(=C2)C[C@H](C)O (S)-1-(2-(6-((R)-2-(5-fluoro-2-methoxypyridin-3-yl)pyrrolidin-1-yl)imidazo[1,2-b]pyridazin-3-yl)pyridin-4-yl)propan-2-ol